4-[3-(azetidin-3-yl)-[1,2,4]triazolo[4,3-a]pyridin-8-yl]-3-(5-cyclopropyl-2-methylpyrazol-3-yl)oxybenzonitrile N1CC(C1)C1=NN=C2N1C=CC=C2C2=C(C=C(C#N)C=C2)OC=2N(N=C(C2)C2CC2)C